CC1(OB(OC1(C)C)C1=CC=C(C2=CC=CC=C12)C1=NC2=C3N=CC=CC3=CC=C2C=C1)C 2-(1-(4,4,5,5-tetramethyl-1,3,2-dioxaborolan-2-yl)naphthalen-4-yl)-1,10-phenanthroline